CC1=NN(C=C1)S(=O)(=O)C=1SC=CC1 3-methyl-1-(thiophen-2-ylsulfonyl)-1H-pyrazole